(2,6-Dichloropyridin-4-yl)methyl (S)-2-amino-4,4,4-trifluorobutanoate hydrochloride Cl.N[C@H](C(=O)OCC1=CC(=NC(=C1)Cl)Cl)CC(F)(F)F